CNC(C)(C)C1=CNC=2C=CC=C(C12)O 3-[2-(Methylamino)propan-2-yl]-1H-indol-4-ol